decylphenyl-cyclopentasilane C(CCCCCCCCC)[Si]1([SiH2][SiH2][SiH2][SiH2]1)C1=CC=CC=C1